OC1=CC=C(C=C1)[C@H]1[C@@H](C1)NC(OC(C)(C)C)=O Tert-butyl ((trans)-2-(4-hydroxyphenyl)cyclopropyl)carbamate